N-(3-(1-(4-(((2-hydroxyethyl)amino)methyl)-3,5-dimethoxybenzylidene)-2,3-dihydro-1H-inden-4-yl)-2-methylphenyl)-4-methoxypicolinamide OCCNCC1=C(C=C(C=C2CCC3=C(C=CC=C23)C=2C(=C(C=CC2)NC(C2=NC=CC(=C2)OC)=O)C)C=C1OC)OC